C1(CCCC1)N(C(=O)OCC1=C(C=NN1C)C1=CC=C(C(=N1)C)O[C@@H]1C[C@H](CCC1)C(=O)OC(C)C)C |r| (+/-)-isopropyl (1S,3S)-3-((6-(5-(((cyclopentyl(methyl)carbamoyl)oxy)methyl)-1-methyl-1H-pyrazol-4-yl)-2-methylpyridin-3-yl)oxy)cyclohexane-1-carboxylate